butyric acid 3-(2-(diethylamino) ethyl)-1H-indol-7-yl ester C(C)N(CCC1=CNC2=C(C=CC=C12)OC(CCC)=O)CC